CN(C)C=C1C(CC(CC1=O)C1=CC=CC=C1)=O 2-dimethylaminomethylene-5-phenylcyclohexane-1,3-dione